ClC=1C=NC=C(C1SC=1SC(=CN1)C(=O)NC=1C=CC2=C(S(C=C2C)(=O)=O)C1)Cl 2-((3,5-dichloropyridin-4-yl)thio)-N-(3-methyl-1,1-dioxidobenzo[b]thiophen-6-yl)thiazole-5-carboxamide